tert-butyl 2-(2-chloro-4-pyridyl)-4-oxo-spiro[5,6-dihydro-1H-pyrrolo[3,2-c]pyridine-7,3'-piperidine]-1'-carboxylate ClC1=NC=CC(=C1)C1=CC=2C(NCC3(CN(CCC3)C(=O)OC(C)(C)C)C2N1)=O